C(=CC)OC(C(C(=O)OCC)(OC[C@H]1O[C@H]([C@@H]([C@]1(C#C)OC(C)=O)OC(C)=O)N1C2=NC(=NC(=C2N=C1)NCC1=CC=CC=C1)Cl)CC1=CC=CC=C1)=O 2-benzyl-2-(((2R,3R,4R,5R)-3,4-diacetoxy-5-(6-(benzylamino)-2-chloro-9H-purin-9-yl)-3-ethynyltetrahydrofuran-2-yl)methoxy)malonic acid 1-ethyl ester 3-prop-1-en-1-yl ester